tert-Butyl (3S)-3-[3-[[6-[(6-tert-butyl-2-fluoro-pyridine-3-carbonyl) sulfamoyl]-2-pyridyl]amino]-3-(4-tert-butyl-2-pyridyl)propyl]pyrrolidine-1-carboxylate C(C)(C)(C)C1=CC=C(C(=N1)F)C(=O)NS(=O)(=O)C1=CC=CC(=N1)NC(CC[C@@H]1CN(CC1)C(=O)OC(C)(C)C)C1=NC=CC(=C1)C(C)(C)C